CC1=CCOC2=CC=CC=C12 4-methyl-2H-chromen